CC1=C(C=C(C=C1)O)C1=NC=CC=C1 4-methyl-3-(pyridin-2-yl)phenol